CSC1=CC2=CC=C(C=C2C=C1)SC 2,6-bis-(methylthio)naphthalene